NCC[C@H]1N(C2(CC2)CC1)C(=O)OC(C)(C)C tert-butyl (5S)-5-(2-aminoethyl)-4-azaspiro[2.4]heptane-4-carboxylate